C(C)(C)(C)C1=CC(=NO1)NC(=O)NC1=CC=C(C=C1)N1C=NC2=C1C(=CC(=C2)F)C 1-(5-tert-butyl-isoxazol-3-yl)-3-[4-(5-fluoro-7-methyl-benzoimidazol-1-yl)-phenyl]-urea